6-(4-chloro-3-fluoro-phenyl)-3-[3-(4-pyridyl)-1-bicyclo[1.1.1]pentanyl]-1,3-oxazinan-2-one ClC1=C(C=C(C=C1)C1CCN(C(O1)=O)C12CC(C1)(C2)C2=CC=NC=C2)F